ClC=1C(=C(C=CC1)C1=NC=C(C(=N1)NC=1C(=NN(C1)COCC[Si](C)(C)C)C1=NC2=C(N1)C=CC(=C2)CN2CCOCC2)OC)F 2-(3-Chloro-2-fluorophenyl)-5-methoxy-N-(3-(5-(morpholinomethyl)-1H-benzo[d]imidazol-2-yl)-1-((2-(trimethylsilyl)ethoxy)methyl)-1H-pyrazol-4-yl)pyrimidin-4-amine